ClC1=NC2=CC=C(C=C2C(=C1)NCCC1=CC=C(C=C1)[N+](=O)[O-])S(=O)(=O)NCCC1=CC=C(C=C1)[N+](=O)[O-] 2-chloro-N-(4-nitrophenyl-ethyl)-4-((4-nitrophenyl-ethyl)amino)quinoline-6-sulfonamide